bis(2-aminoethyl) borate B(OCCN)(OCCN)[O-]